CC1=C(C=NC(=C1)C)CN (4,6-Dimethylpyridin-3-yl)methanamine